N-(4-cyano-2-fluoro-5-methyl-phenyl)-5-(2-pyridyl)-1H-pyrrole-3-sulfonamide C(#N)C1=CC(=C(C=C1C)NS(=O)(=O)C1=CNC(=C1)C1=NC=CC=C1)F